C(#N)C1=CC=C(NC(C(CCC(=O)O)NC(C(F)(F)F)=O)=O)C=C1 5-(4-cyanoanilino)-5-oxo-4-[(2,2,2-trifluoroacetyl)amino]pentanoic acid